4-Vinyltoluol C(=C)C1=CC=C(C=C1)C